C(C)C1=CC2=C(C(C=3NC4=CC(=CC=C4C3C2=O)C#N)(C)C)C=C1N1CCC(CC1)CC1CCNCC1 9-ethyl-6,6-dimethyl-11-oxo-8-{4-[(piperidin-4-yl)methyl]piperidin-1-yl}-5H,6H,11H-benzo[b]carbazole-3-carbonitrile